NCCCCOC=1C=C2C(=CCN(C2=CC1)CC(=O)N1[C@@H](CC(C1)(F)F)C#N)C(=O)[O-] (S)-6-(4-aminobutyloxy)-N-(2-(2-cyano-4,4-difluoropyrrolidin-1-yl)-2-oxoethyl)quinoline-4-carboxylate